1-(2-aminoethyl)-5-(trifluoromethyl)-1H-pyrrolo[2,3-b]pyridine-2-carboxylic acid ethyl ester hydrochloride Cl.C(C)OC(=O)C1=CC=2C(=NC=C(C2)C(F)(F)F)N1CCN